CC1=NC=CC(=C1)C1=C([N+](=CC2=CC=3C(C=C12)=CN(N3)C3OCCCC3)[O-])C3CCOCC3 5-(2-methyl-4-pyridinyl)-7-oxido-2-tetrahydropyran-2-yl-6-tetrahydropyran-4-yl-pyrazolo[4,3-g]Isoquinolin-7-ium